O1C(OCC1)C[C@@]1(CN(CC(=C1)C1=CC=C(C=C1)C(C)(C)C)S(=O)(=O)C1=CC=C(C)C=C1)C (S)-3-((1,3-dioxolan-2-yl)methyl)-5-(4-(tert-butyl)phenyl)-3-methyl-1-tosyl-1,2,3,6-tetrahydropyridine